O1CCOCCOCC1 1,4,7-trioxonane